[C@H]1([C@H](O)[C@@H](O)[C@H](O)CO1)OC[C@@H]1[C@H]([C@@H]([C@H]([C@@H](O1)O[C@H]1[C@@H]([C@H](C(O)O[C@@H]1CO)O)O)O)O)O Alpha-D-Xylopyranosyl-(1->6)-beta-D-glucopyranosyl-(1->4)-D-glucopyranose